cyclopropyl-6-fluoro-8-methyl-4-oxo-1,4-dihydroquinoline-3-carboxylic acid ethyl ester C(C)OC(=O)C1=CN(C2=C(C=C(C=C2C1=O)F)C)C1CC1